(1-methoxy-4-(6-(6-(4-methoxypyridin-3-yl)-4-methyl-1H-pyrazolo[4,3-c]pyridin-1-yl)-4-((2R,3S)-2-methyl-3-((methylsulfonyl)methyl)azetidin-1-yl)pyridin-2-yl)cyclohexyl)methanol COC1(CCC(CC1)C1=NC(=CC(=C1)N1[C@@H]([C@H](C1)CS(=O)(=O)C)C)N1N=CC=2C(=NC(=CC21)C=2C=NC=CC2OC)C)CO